NC[C@H](O)C1=CC(=CC=C1)O (1R)-2-amino-1-(3-hydroxyphenyl)ethanol